NC1=CC(=C(C=C1)N1CCC(CC1)CCN1C(N(CCC1)C1=CC(=CC=C1)C1(CNC2=NC=CC(=C21)Cl)CC)=O)F 1-{2-[1-(4-amino-2-fluorophenyl)piperidin-4-yl]ethyl}-3-(3-{4-chloro-3-ethyl-1H-pyrrolo[2,3-b]pyridin-3-yl}phenyl)-1,3-diazinan-2-one